C(C)(C)(C)C1=CC=C(C=C1)CCC=O 3-(para-tert-butylphenyl)propionaldehyde